BrC=1N(N=C2N=C(C=CC21)C2=C(C=C(C=C2C)C(F)(F)F)OCOCC)[C@H]2CCC(N(C2)C)=O (s)-5-(3-bromo-6-(2-(ethoxymethoxy)-6-methyl-4-(trifluoromethyl)phenyl)-2H-pyrazolo[3,4-b]pyridin-2-yl)-1-methylpiperidin-2-one